FC(C(=O)O)(F)F.ClC=1C(=CC(=C(C(=O)NS(=O)(=O)N2CC3N(CC2)CCNC3)C1)F)OCC1CCCC1 5-chloro-4-(cyclopentylmethoxy)-2-fluoro-N-((hexahydro-1H-pyrazino[1,2-a]pyrazin-2(6H)-yl)sulfonyl)benzamide 2,2,2-trifluoroacetate